C(C)(C)(C)OC(=O)N1C(CC1)C1=NN(C2=NC=CC(=C21)Cl)C2=CC=C(C=C2)OC(F)(F)F (4-chloro-1-[4-(trifluoromethoxy)phenyl]pyrazolo[3,4-b]pyridin-3-yl)azetidine-1-carboxylic acid tert-butyl ester